2-[[2-chloro-5-(1-methylpyrazol-3-yl)phenyl]methylamino]-5-(3-methoxypropyl)-4H-[1,2,4]triazolo[1,5-a]pyrimidin-7-one ClC1=C(C=C(C=C1)C1=NN(C=C1)C)CNC1=NN2C(NC(=CC2=O)CCCOC)=N1